methyl (S)-5-(4-((4-(2-(hydroxymethyl) pyrrolidin-1-yl) pyrrolo[2,1-f][1,2,4]triazin-2-yl) amino)-1H-imidazol-1-yl)-2,3-dimethoxybenzoate OC[C@H]1N(CCC1)C1=NC(=NN2C1=CC=C2)NC=2N=CN(C2)C=2C=C(C(=C(C(=O)OC)C2)OC)OC